[Si](C)(C)(C(C)(C)C)O[C@H]1C[C@@H](N(C1)C(=O)OCC1=CC=CC=C1)C(NC1=CC=C(C=C1)C1CC1)=O benzyl (2R,4S)-4-((tert-butyldimethylsilyl)oxy)-2-((4-cyclopropyl phenyl)carbamoyl)pyrrolidine-1-carboxylate